2-(2-aminopyridin-4-yl)oxazole-4-carboxylic acid NC1=NC=CC(=C1)C=1OC=C(N1)C(=O)O